CN1C(=NC2=C(C=CC=C2C1=O)C(C)NC1=C(C=CC=C1)S(=O)(=O)C)N1CCOCC1 3-methyl-8-(1-((2-(methylsulfonyl)phenyl)amino)ethyl)-2-morpholinoquinazolin-4(3H)-one